5,6-dichlorospiro[indoline-2,3'-[3H]-naphtho[2,1-b][1,4]oxazine] ClC=1C=C2CC3(C=NC4=C(O3)C=CC3=CC=CC=C34)NC2=CC1Cl